FC1=C(CNC([C@@H]2NCCC2)=O)C=CC(=C1)C(F)(F)F N-(2-fluoro-4-(trifluoromethyl)benzyl)-D-prolinamide